ClN1C=NC2=C(C1)N1C(C(=C2)C2=C(C=CC=C2)Cl)=NCC1 2-chloro-6-(2-chlorophenyl)-8,9-dihydroimidazo[1',2':1,6]pyrido[2,3]pyrimidine